((4-(2-(azetidin-1-yl)-2-oxoethyl)phenyl)amino)-2-(2-chloro-6-fluorophenyl)pyridazine-3-carboxamide N1(CCC1)C(CC1=CC=C(C=C1)NC1=C(N(NC=C1)C1=C(C=CC=C1F)Cl)C(=O)N)=O